6-methyl-4-vinylpyridin CC1=CC(=CC=N1)C=C